ClC1=CC=C2C(=N1)NC(C21CCOCC1)=O 6'-chloro-2,3,5,6-tetrahydrospiro[pyran-4,3'-pyrrolo[2,3-b]pyridin]-2'(1'H)-one